FC1=CC=C(C(=O)N2[C@@H](C=3N(CC2)C(=NC3C3=CC(OC(=C3)C)=O)C3=NC(=NS3)C)C)C=C1 (R)-4-(7-(4-fluorobenzoyl)-8-methyl-3-(3-methyl-1,2,4-thiadiazol-5-yl)-5,6,7,8-tetrahydroimidazo[1,5-a]pyrazin-1-yl)-6-methyl-2H-pyran-2-one